FC1([C@@]2(C1)CC=1N(N=C(C1C1=C3C(=NC=C1)NN=C3)C3=NC=C(C=C3)F)C2)F R-1',1'-difluoro-2-(5-fluoro-2-pyridyl)-3-(1H-pyrazolo[3,4-b]pyridin-4-yl)spiro[4,6-dihydropyrrolo[1,2-b]pyrazole-5,2'-cyclopropane]